(1-(tert-Butoxycarbonyl)piperidin-4-yl)-7-(trifluoromethyl)thieno[3,2-b]pyridine-3-carboxylic acid methyl ester COC(=O)C1=C(SC=2C1=NC=CC2C(F)(F)F)C2CCN(CC2)C(=O)OC(C)(C)C